ethyl (E)-3-(6-(cyclopropylcarbamoyl)-7-hydroxy-4-isobutyl-2-(methylamino)-5-oxo-4,5-dihydropyrazolo[1,5-a]pyrimidin-3-yl)acrylate C1(CC1)NC(=O)C=1C(N(C=2N(C1O)N=C(C2/C=C/C(=O)OCC)NC)CC(C)C)=O